C(C)(=O)N1C[C@@H](CC1)NCC1=CC=C(C=C1)C#CC1=CC=C(C=C1)[C@@H](CC1=C(C(NC=N1)=O)O)CO 6-((R)-2-(4-((4-((((R)-1-acetylpyrrolidin-3-yl)amino)methyl)phenyl)ethynyl)phenyl)-3-hydroxypropyl)-5-hydroxypyrimidin-4(3H)-one